(2s,3R,5R)-benzhydryl-3-((Z)-chloro(hydroxyimino)methyl)-3-methyl-7-oxo-4-thia-1-azabicyclo[3.2.0]heptane-2-carboxylate 4,4-dioxide C(C1=CC=CC=C1)(C1=CC=CC=C1)[C@]1(N2C(C[C@H]2S([C@@]1(C)/C(=N/O)/Cl)(=O)=O)=O)C(=O)[O-]